O(P([O-])(=O)OP(=O)([O-])[O-])C\C=C(/C)\CC\C=C(/CC\C=C(/C)\CCC=C(C)C)\C E,Z,E-geranylgeranyl diphosphate